COCCOC1=NC=CC(=C1)NC1=C(C(=NN1)C1=CC=C(C=C1)NS(=O)(=O)CC#C)C(=O)N 5-((2-(2-methoxyethoxy)pyridin-4-yl)amino)-3-(4-(prop-2-yn-1-ylsulfonamido)phenyl)-1H-pyrazole-4-carboxamide